C(C)(C)(C)C1=CC=C(C(=N1)C1=CC=C(C=C1)C)C(=O)NS(=O)(=O)C=1C=NC(=CC1)OC 6-tert-Butyl-N-[(6-methoxy-3-pyridyl)sulfonyl]-2-(p-tolyl)pyridin-3-carboxamid